6-bromo-N-(pyridin-3-yl)-2-(p-tolyl)quinoline-3-carboxamide BrC=1C=C2C=C(C(=NC2=CC1)C1=CC=C(C=C1)C)C(=O)NC=1C=NC=CC1